FC1=CC(=CC=2N(C(=NC21)C2=CC=C(C=C2)S(=O)(=O)C)C)C2CCN(CC2)C2CC1CCC(C2)N1C1CCOCC1 4-Fluoro-1-methyl-2-(4-(methylsulfonyl)phenyl)-6-(1-(8-(tetrahydro-2H-pyran-4-yl)-8-azabicyclo[3.2.1]octan-3-yl)piperidin-4-yl)-1H-benzo[d]imidazol